methylene bis-anthranilate C(C=1C(N)=CC=CC1)(=O)OCOC(C=1C(N)=CC=CC1)=O